7-(dimethylamino)coumarin-3-carbaldehyde CN(C1=CC=C2C=C(C(OC2=C1)=O)C=O)C